ClC1=C(C(=O)OC(C)(C)C)C=CC(=C1)NC(=O)C=1N(C(=CN1)C=1C(=NNC1)C(F)(F)F)C Tert-Butyl 2-Chloro-4-[[1-Methyl-5-[3-(Trifluoromethyl)-1H-Pyrazol-4-yl]Imidazole-2-Carbonyl]Amino]Benzoate